NC1=C2C(=NC=N1)N(N=C2C#CC2=CC(=CC(=C2)OC)OC)[C@@H]2CN(CC2)C(C=C)=O (S)-1-(3-(4-amino-3-((3,5-dimethoxyphenyl)ethynyl)-1H-pyrazolo[3,4-d]pyrimidin-1-yl)pyrrolidin-1-yl)prop-2-en-1-one